O=C1COC=2C(N1)=C(C=CC2C2=NC=CN=C2)C(=O)OC methyl 3-oxo-8-(pyrazin-2-yl)-2,4-dihydro-1,4-benzoxazine-5-carboxylate